C(C)(C)(C)NC(CN(C)C=1C2=C(N=C(N1)C1=NC=CC(=C1)Cl)CCC2)=O N-(tert-butyl)-2-((2-(4-chloropyridin-2-yl)-6,7-dihydro-5H-cyclopenta[d]pyrimidin-4-yl)(methyl)amino)acetamide